2-fluoro-6-methoxyphenyl-boronic acid FC1=C(C(=CC=C1)OC)B(O)O